dipyrazino[2,3-f:2',3'-h]-quinoxalinehexacarbonitrile N1=C(C(=NC2=C1C=1N=C(C(=NC1C1=C2N=C(C(=N1)C#N)C#N)C#N)C#N)C#N)C#N